S(=O)([O-])[O-].C(CCCCCCCCCCC)C(C(C)(C)O)OCCOCCOCCO.[NH4+].[NH4+] ammonium dodecyl-dimethyl-tetraethylene glycol sulfite